C(COC)[NH-] 3-oxabutylamide